8-[(1R)-1-[(2-Benzylsulfanyl-6-chloro-3-pyridyl)oxy]ethyl]-3,6-dimethyl-2-(2-methylpyrazolo[4,3-b]pyridin-5-yl)chromen-4-one C(C1=CC=CC=C1)SC1=NC(=CC=C1O[C@H](C)C=1C=C(C=C2C(C(=C(OC12)C=1C=CC=2C(N1)=CN(N2)C)C)=O)C)Cl